N-(4-(1-((3S,4R)-4-(1H-pyrazol-1-yl)tetrahydrofuran-3-yl)-1H-1,2,3-triazol-4-yl)-3,5-difluorophenyl)-2-(2-fluoro-3-(trifluoromethyl)phenyl)acetamide N1(N=CC=C1)[C@@H]1[C@@H](COC1)N1N=NC(=C1)C1=C(C=C(C=C1F)NC(CC1=C(C(=CC=C1)C(F)(F)F)F)=O)F